FC1=CC(=C(C=C1)[C@@H]1[C@@H](O[C@@](C1)(C(F)(F)F)C)C(=O)NC1=CC(=NC=C1)C(=O)N)OC 4-((2R,3R,5S)-3-(4-fluoro-2-methoxyphenyl)-5-methyl-5-(trifluoromethyl)tetrahydrofuran-2-carboxamido)picolinamide